1,2-Bis(pentabromophenyl)ethane BrC1=C(C(=C(C(=C1CCC1=C(C(=C(C(=C1Br)Br)Br)Br)Br)Br)Br)Br)Br